4-(pyrene-1-yl-methyleneamino)phenol C1(=CC=C2C=CC3=CC=CC4=CC=C1C2=C34)C=NC3=CC=C(C=C3)O